7-benzyl-N-isobutyl-1-isopentyl-5-oxooctahydro-3aH-3,6-methanopyrrolo[3,2-b]pyridine-3a-carboxamide C(C1=CC=CC=C1)C1C2C3(NC(C1CC3CN2CCC(C)C)=O)C(=O)NCC(C)C